[Pd].C(C)(C)(C)P(C1=CC=C(C=C1)CC)C(C)(C)C (di-tert-butyl-(4-ethylphenyl)phosphine) palladium